P(Cl)(Cl)OC1=C(C=C(C=C1)C(C)(C)C)C(C)(C)C [2,4-di-tert-butylphenol] dichlorophosphite